FC(S(=O)(=O)OC1=C(C=C(C=C1)C)C=1N=NC=CC1C)(F)F [4-methyl-2-(4-methylpyridazin-3-yl)phenyl] trifluoromethanesulfonate